C1(=CC=CC=C1)C(=O)N1CCC(CC1)CN1C[C@@H](C([C@@H](C1)O)O)O phenyl-(4-(((3S,4r,5R)-3,4,5-trihydroxypiperidin-1-yl)methyl)piperidin-1-yl)methanone